ethylene tin [Sn].C=C